BrC1=C(C=C(C=C1)Br)C=O 2,5-dibromobenzene-1-carbaldehyde